C(C)(C)(C)OC(=O)N1[C@]2(CN[C@@H]([C@@H]1CC2)CC=C)F.CC(=C)C2=CC=CC=C2 alpha-methyl-styrene tert-butyl-(1S,4R,5S)-4-allyl-1-fluoro-3,8-diazabicyclo[3.2.1]octane-8-carboxylate